2-[(6-methoxy-2-methyl-1,2,3,4-tetrahydroisoquinolin-7-yl)amino]-4-({[2-(trifluoromethoxy)phenyl]methyl}amino)pyrimidine-5-carboxamide COC=1C=C2CCN(CC2=CC1NC1=NC=C(C(=N1)NCC1=C(C=CC=C1)OC(F)(F)F)C(=O)N)C